(3S,4R)-4-{[5-chloro-6-(2,2-difluoroethyl)-7-(3-fluoro-3-methylbutan-2-yl)pyrrolo[2,1-f][1,2,4]triazin-2-yl]amino}oxan-3-ol ClC=1C(=C(N2N=C(N=CC21)N[C@H]2[C@@H](COCC2)O)C(C)C(C)(C)F)CC(F)F